4-Methoxy-5-(quinolin-6-yl)-N-(1-(2,2,2-trifluoroethyl)piperidin-4-yl)pyrrolo[2,1-f][1,2,4]triazin-2-amine COC1=NC(=NN2C1=C(C=C2)C=2C=C1C=CC=NC1=CC2)NC2CCN(CC2)CC(F)(F)F